C=1(C(=CC=CC1)N)C1=CC=CC=C1 1,1'-biphenyl-2-amine